ClC1=C(C2=C(C(N3[C@@H](CO2)CN(CC3)C(=O)OC(C)(C)C)=O)C(=N1)N1[C@H](CN(CC1)C)C)Cl tert-Butyl (R)-3,4-dichloro-1-((S)-2,4-dimethylpiperazin-1-yl)-12-oxo-6a,7,9,10-tetrahydro-12H-pyrazino[2,1-c]pyrido[3,4-f][1,4]oxazepine-8(6H)-carboxylate